6-(3-(hydroxymethyl)-1,2,4-oxadiazol-5-yl)-4-methylpyridine-3-carbonitrile OCC1=NOC(=N1)C1=CC(=C(C=N1)C#N)C